ClC=1C=2C(N=C3N(C2C=CC1)C1=CC(=CC=C1C3(C)C)C3CCN(CC3)C3CCN(CC3)C(=O)C3CCN(CC3)C3=CC(=C(C(=C3)F)C3C(NC(CC3)=O)=O)F)=O 3-(4-(4-(4-(4-chloro-7,7-dimethyl-5-oxo-5,7-dihydroindolo[1,2-a]quinazolin-10-yl)-[1,4'-bipiperidine]-1'-carbonyl)piperidin-1-yl)-2,6-difluorophenyl)piperidine-2,6-dione